C(N)(=O)C1=CC=C(C(=C1C1=CC(=C(C=C1Cl)OC)C(CNC1CCC(CC1)NC(OC(C)(C)C)=O)C1=CC=CC=C1)F)OCCOC tert-butyl ((1r,4r)-4-((2-(6'-carbamoyl-6-chloro-2'-fluoro-4-methoxy-3'-(2-methoxyethoxy)-[1,1'-biphenyl]-3-yl)-2-phenylethyl)amino)cyclohexyl)carbamate